(S)-8-chloro-6-(((6-fluoro-2-methylpyridin-3-yl)(1-(1,1,1-trifluoro-2-methylpropan-2-yl)-1H-1,2,3-triazol-4-yl)methyl)amino)-4-(neopentylamino)quinoline-3-carbonitrile ClC=1C=C(C=C2C(=C(C=NC12)C#N)NCC(C)(C)C)N[C@H](C=1N=NN(C1)C(C(F)(F)F)(C)C)C=1C(=NC(=CC1)F)C